ClC=1C(=NC(=NC1)NC1=C(C=C(C=C1)N1CCN(CC1)C1C2CC3CC(CC1C3)(C2)O)OC)NC2=C(C(=O)NC)C=CC=C2C 2-((5-chloro-2-((4-(4-((trans)-5-hydroxyadamantan-2-yl)piperazin-1-yl)-2-methoxyphenyl)amino)-pyrimidin-4-yl)amino)-N,3-dimethylbenzamide